FC=1C(=CC=2C3=C(NC(C2C1)=O)COCC3N(C(=O)C=3NC1=CC(=C(C(=C1C3)F)F)F)C)F N-(8,9-Difluoro-6-oxo-1,4,5,6-tetrahydro-2H-pyrano[3,4-c]isoquinolin-1-yl)-4,5,6-trifluoro-N-methyl-1H-indole-2-carboxamide